(E)-3-(5-bromo-1-methyl-1H-imidazol-2-yl)acrylic acid ethyl ester C(C)OC(\C=C\C=1N(C(=CN1)Br)C)=O